C(C=CC1=CC=CC=C1)CC(=O)O.C(C)(=O)OC\C=C\C1=CC=CC=C1 (E)-3-phenylprop-2-en-1-yl acetate (CINNAMYL ACETATE)